C(CCCCC)[N+]1=C(NC=C1)C hexyl-methylimidazolium